C(C1=CC=CC=C1)OC[C@@H](CSC(C1=CC=CC=C1)(C1=CC=CC=C1)C1=CC=CC=C1)N(CC(F)(F)F)C (s)-1-(benzyloxy)-N-methyl-N-(2,2,2-trifluoroethyl)-3-(tritylthio)propan-2-amine